F[C@H](C(=O)NC1=C(C=C(C=C1)CCC1=CC=C(C=C1)C(F)(F)F)N1CCCCC1)[C@@H](CCCC)F (2R,3R)-2,3-Difluoro-N-(2-(piperidin-1-yl)-4-(4-(trifluoromethyl)phenethyl)phenyl)heptanamid